C[Si](CCOCN1C=CC=2C1=NC=C(C2)SCCC(=O)OC)(C)C methyl 3-[1-(2-trimethylsilylethoxymethyl)pyrrolo[2,3-b]pyridin-5-yl]sulfanylpropanoate